2-((4-(6-amino-5-(isopropylcarbamoyl) pyridin-3-yl)-3-methylphenyl) (hydroxy) amino)-1-(3,5-difluorophenyl)-2-oxoethyl acetate C(C)(=O)OC(C(=O)N(O)C1=CC(=C(C=C1)C=1C=NC(=C(C1)C(NC(C)C)=O)N)C)C1=CC(=CC(=C1)F)F